2-[(6S)-6-amino-5H,6H,7H,8H,9H-pyridazino[3,4-b]Indol-3-yl]Phenol N[C@@H]1CC=2C3=C(NC2CC1)N=NC(=C3)C3=C(C=CC=C3)O